C1(CCCCC1)NC([C@@H](C)NC)=O (2R)-N-cyclohexyl-2-(methylamino)propanamide